C(C)OCC=1N(C2=C(C=NC=3CNCCC23)N1)CC1(COC(OC1)(C)C)C 2-(ethoxymethyl)-1-((2,2,5-trimethyl-1,3-dioxan-5-yl)methyl)-6,7,8,9-tetrahydro-1H-imidazo[4,5-c][1,7]naphthyridine